(2,4,5-trifluorophenyl)-3-oxobutanoic acid methyl ester COC(C(C(C)=O)C1=C(C=C(C(=C1)F)F)F)=O